C(=C)(C)C1C(C=CCC1)=O 4-Isopropenyl-3-oxo-1-cyclohexene